C(C1=CC=CC=C1)[C@@H]1NC(OC1)=S (S)-4-benzyloxazolidine-2-thione